Gamma-acryloxypropyl-methyldimethoxysilane C(C=C)(=O)OCCC[Si](OC)(OC)C